CC1=NN(C(=C1)C)C1=NC(=NC(=N1)N1N=C(C=C1C)C)NC1=CC=CC=C1 [4,6-bis(3,5-dimethyl-1H-pyrazol-1-yl)-1,3,5-triazin-2-yl]-aniline